4-(pyrrolidin-1-yl)butanoic acid N1(CCCC1)CCCC(=O)O